FC1=C(C=C2C=CC(N(C2=C1)C1=C(C=C(C=C1)[C@H]1[C@@H](C1)C(F)(F)F)OC)=O)S(=O)(=O)NC1=NOC=C1 (P)-7-FLUORO-N-(ISOXAZOL-3-YL)-1-(2-METHOXY-4-((1R,2R)-2-(TRIFLUOROMETHYL)CYCLOPROPYL)PHENYL)-2-OXO-1,2-DIHYDROQUINOLINE-6-SULFONAMIDE